(nonanamidocaproyl)oxybenzenesulfonate C(CCCCCCCC)(=O)NCCCCCC(=O)OC1=C(C=CC=C1)S(=O)(=O)[O-]